NCC1=CC=C(C=C1)N1C(=NC=2C1=NC(=CC2)C#CC(C)(O)C)C=2C(=NC=CC2)N 4-(3-(4-(aminomethyl)phenyl)-2-(2-aminopyridin-3-yl)-3H-imidazo[4,5-b]pyridin-5-yl)-2-methylbut-3-yn-2-ol